10,10''-(4-chloro-2'-isocyano-[1,1'-biphenyl]-3,5-diyl)bis(10H-spiro[acridine-9,7'-benzo[de]anthracene]) ClC1=C(C=C(C=C1N1C=2C=CC=CC2C2(C=3C=CC=CC3C3=C4C(C=CC=C24)=CC=C3)C3=CC=CC=C13)C1=C(C=CC=C1)[N+]#[C-])N1C=3C=CC=CC3C3(C=2C=CC=CC2C2=C4C(C=CC=C34)=CC=C2)C2=CC=CC=C12